((1R,4R,7R)-tert-butyl 1,4-dimethyl-2-azabicyclo[2.2.1]hept-7-yl) carbamate C(N)(O[C@H]1[C@@]2(N(C[C@]1(CC2)C)C(C)(C)C)C)=O